C1(=CC=CC=C1)NC(=O)N[C@@H](CC1=CC=CC=C1)C(=O)O N-(Phenylaminocarbonyl)phenylalanin